CC1(C[CH]C(N1)=O)C (R)-5,5-dimethyl-3λ3-pyrrolidin-2-one